3-[2,2-bis(4-diethylaminophenyl)vinyl]-6-dimethylaminophthalide C(C)N(C1=CC=C(C=C1)C(=CC1OC(=O)C2=CC(=CC=C12)N(C)C)C1=CC=C(C=C1)N(CC)CC)CC